ClC=1C(=CC2=C(N(C[C@H](N(S2(=O)=O)C)C2CCCCC2)C2=CC=CC=C2)C1)C1=CC(=NC=C1)C(=O)O (R)-4-(7-chloro-3-cyclohexyl-2-methyl-1,1-dioxido-5-phenyl-2,3,4,5-tetrahydrobenzo[f][1,2,5]thiadiazepin-8-yl)picolinic acid